(3R)-1-(tert-butoxycarbonyl)-3-(ethoxycarbonyl)pyrrolidine-3-carboxylic acid C(C)(C)(C)OC(=O)N1C[C@](CC1)(C(=O)O)C(=O)OCC